COC(=O)C1N(CC(C1)C1=CC(=C(C=C1)OC(F)F)OC(F)F)C(C)=O 1-acetyl-4-(3,4-bis(difluoromethoxy)phenyl)pyrrolidine-2-carboxylic acid methyl ester